methyl 6-(4-((tert-butyldimethylsilyl)oxy)butyl)picolinate [Si](C)(C)(C(C)(C)C)OCCCCC1=CC=CC(=N1)C(=O)OC